4-((1-((tert-butyldimethylsilyl)oxy)-2-methylhexan-2-yl)amino)-2-((2,4-dimethoxybenzyl)amino)-7-fluoro-1,5-naphthyridine-3-carboxylic acid ethyl ester C(C)OC(=O)C=1C(=NC2=CC(=CN=C2C1NC(CO[Si](C)(C)C(C)(C)C)(CCCC)C)F)NCC1=C(C=C(C=C1)OC)OC